(3-((5-(pyridazin-4-yl)pyridin-2-yl)methyl)-1,2,3-oxadiazol-3-ium-5-yl)((5-(trifluoromethyl)pyridin-3-yl)carbamoyl)amide N1=NC=C(C=C1)C=1C=CC(=NC1)C[N+]1=NOC(=C1)[N-]C(NC=1C=NC=C(C1)C(F)(F)F)=O